FC=1C=C(C=2C(C(CCC2C1C)CCCO)=O)NC(C)=O N-(3-fluoro-7-(3-hydroxypropyl)-4-methyl-8-oxo-5,6,7,8-tetrahydronaphthalen-1-yl)acetamide